ls-2,6-dichloro-4-nitroaniline ClC1=C(N)C(=CC(=C1)[N+](=O)[O-])Cl